1-(2-aminoethyl)-5,5-dimethyl-3-(4-nitro-3-(trifluoromethyl)phenyl)imidazolidine-2,4-dione hydrochloride Cl.NCCN1C(N(C(C1(C)C)=O)C1=CC(=C(C=C1)[N+](=O)[O-])C(F)(F)F)=O